P(OC1=C(C=C(C(=C1)C)C(CCC)C1=CC(=C(C=C1C)OP(OCCCCCCCCCCCCC)OCCCCCCCCCCCCC)C(C)(C)C)C(C)(C)C)(OCCCCCCCCCCCCC)OCCCCCCCCCCCCC 4,4'-butylidenebis(2-tert-butyl-5-methylphenyl) tetratridecyl bisphosphite